tert-Butyl 4-(3-(2,8-dimethylimidazo[1,2-b]pyridazin-6-yl)-5-fluorobenzo[e][1,2,4]triazin-7-yl)piperidine-1-carboxylate CC=1N=C2N(N=C(C=C2C)C=2N=NC3=C(N2)C(=CC(=C3)C3CCN(CC3)C(=O)OC(C)(C)C)F)C1